S(=O)(=O)(O)CCCNC(C(=O)O)CC(=O)O 2-(3-sulfopropylamino)butanedioic acid